3-chlorobenzyl ((S)-3-cyclohexyl-1-(((2S,3R)-2-hydroxy-6-oxo-1-phenylpiperidin-3-yl)amino)-1-oxopropan-2-yl)carbamate C1(CCCCC1)C[C@@H](C(=O)N[C@H]1[C@@H](N(C(CC1)=O)C1=CC=CC=C1)O)NC(OCC1=CC(=CC=C1)Cl)=O